ClC=1C(=NC(=NC1)NC1=CC(=C(C=C1OC)C(=O)N1CCN(CC1)C)F)C=1C=NN(C1)C(C)C (4-((5-chloro-4-(1-isopropyl-1H-pyrazol-4-yl)pyrimidin-2-yl)amino)-2-fluoro-5-methoxyphenyl)(4-methylpiperazin-1-yl)methanone